bis(2-aminoethyl)ethylene glycol tetraacetate C(C)(=O)O.C(C)(=O)O.C(C)(=O)O.C(C)(=O)O.NCCC(C(CCN)O)O